ethyl 6-(4-(tert-butyl) phenyl)-4-chloro-2-methylnicotinate C(C)(C)(C)C1=CC=C(C=C1)C1=NC(=C(C(=O)OCC)C(=C1)Cl)C